1-(cyclopentyl(palmitoyloxy)methyl)-5-(4-(hexyloxy)-1,2,5-thiadiazol-3-yl)-1-methyl-1,2,3,6-tetrahydropyridin-1-ium iodide Cyclopentyliodomethyl-palmitate C1(CCCC1)C(C(=O)[O-])(CCCCCCCCCCCCCC)CI.[I-].C1(CCCC1)C([N+]1(CCC=C(C1)C1=NSN=C1OCCCCCC)C)OC(CCCCCCCCCCCCCCC)=O.C1(CCCC1)C(OC(CCCCCCCCCCCCCCC)=O)[N+]1(CCC=C(C1)C1=NSN=C1OCCCCCC)C